CCCCC(CCCCCC(CCCCC)O)O hexadecane-5,11-diol